1-(4-chloro-3-fluorophenyl)-5-(chloromethyl)-1H-1,2,4-triazole ClC1=C(C=C(C=C1)N1N=CN=C1CCl)F